FC1=C2C(NC=NC2=CC(=C1)OC)=O 5-fluoro-7-methoxyquinazolin-4(3H)-one